F/C=C(\CN)/COC1=CC=C(C=C1)S(=O)(=O)COC1CCOCC1 (E)-3-fluoro-2-((4-((((tetrahydro-2H-pyran-4-yl)oxy)methyl)sulfonyl)phenoxy)methyl)prop-2-en-1-amine